C1(CCCCC1)NC=1C(=CC(=CC1)C1=NC(=NO1)C)N N1-Cyclohexyl-4-(3-methyl-1,2,4-oxadiazol-5-yl)benzene-1,2-diamine